4-(tert-butoxy)aniline C(C)(C)(C)OC1=CC=C(N)C=C1